1-(3-(3-Chloro-4-(6-(1-methylcyclopropoxy)-9-((4-methylpyridin-2-yl)methyl)-9H-purin-8-yl)phenoxy)azetidin-1-yl)-2-hydroxyethan-1-one ClC=1C=C(OC2CN(C2)C(CO)=O)C=CC1C=1N(C2=NC=NC(=C2N1)OC1(CC1)C)CC1=NC=CC(=C1)C